FC=1C(=NN(C1)CCCO)S(=O)(=O)N(CC1=CC=C(C=C1)OC)CC1=CC=C(C=C1)OC 4-fluoro-1-(3-hydroxypropyl)-N,N-bis(4-methoxybenzyl)-1H-pyrazole-3-sulfonamide